C(N)(=O)C=1C(NOCC1)CCCCC1C(=CCON1)C(N)=O tetramethylenebis(2-carbamoyl-5,6-dihydro-4H-5,6-oxazine)